CN1C(=CC(=C1)NC(=O)C=1N(C=CC1)C)C(=O)O 1-methyl-4-(1-methyl-1H-pyrrole-2-carboxamido)-1H-pyrrole-2-carboxylic acid